C1(CC1)C(=O)NC1=CC(=C(N=N1)C(=O)NC([2H])([2H])[2H])NC1=C(C(=CC=C1)C1=CN=C(S1)SC)OC 6-(Cyclopropanecarboxamido)-4-((2-methoxy-3-(2-(methylthio)thiazol-5-yl)phenyl)amino)-N-(trideuteromethyl)Pyridazine-3-carboxamide